2-cyclopropyl-6-oxo-7-(5-(piperidin-4-yl)-1H-benzo[d]imidazol-2-yl)-5,6-dihydro-1H-pyrrolo[3,2-c]pyridine-3-carbonitrile C1(CC1)C1=C(C2=CNC(C(=C2N1)C1=NC2=C(N1)C=CC(=C2)C2CCNCC2)=O)C#N